(3-(bis(4-methoxybenzyl)amino)-2-fluoro-5-methylphenyl)boronic acid COC1=CC=C(CN(C=2C(=C(C=C(C2)C)B(O)O)F)CC2=CC=C(C=C2)OC)C=C1